NC1=NC=2C=NC(=CC2C2=C1C=NN2C)C(=O)N(CC2=CC=C(C=C2)S(F)(F)(F)(F)F)CC 4-amino-N-ethyl-1-methyl-N-(4-(pentafluoro-lambda~6~-sulfanyl)benzyl)-1H-pyrazolo[4,3-c][1,7]naphthyridine-8-carboxamide